O(C1=CC=CC=C1)C1=CC=C(CC2=CNC3=NC=CC(=C32)NC3CCC(CC3)CO)C=C1 ((1s,4s)-4-((3-(4-phenoxybenzyl)-1H-pyrrolo[2,3-b]pyridin-4-yl)amino)cyclohexyl)methanol